BrC=1C=C(C(=NC1)C=1C(=CC2=CC=CC=C2C1)C(=O)OC)[N+](=O)[O-] Methyl 3-(5-bromo-3-nitropyridin-2-yl)-2-naphthoate